CC1=CC=C2C(=CNC2=C1)C=1C=C(OC1)C(CCC(=O)O)=O 4-(4-(6-methyl-1H-indol-3-yl)furan-2-yl)-4-oxobutanoic acid